N-[3-Acetyl-4-[2-hydroxy-3-[(1-methylethyl)amino]propoxy]phenyl]-butanamide C(C)(=O)C=1C=C(C=CC1OCC(CNC(C)C)O)NC(CCC)=O